C(C)SC1=NC=NS1 5-ethylthio-1,2,4-thiadiazole